6-(((5-nitro-6-nitrobenzo[d]oxazol-2-yl)methyl)thio)-1-phenyl-1,5-dihydro-4H-pyrazolo[3,4-d]pyrimidin-4-one [N+](=O)([O-])C=1C(=CC2=C(N=C(O2)CSC=2NC(C3=C(N2)N(N=C3)C3=CC=CC=C3)=O)C1)[N+](=O)[O-]